(R)-8-(3-(2-chloro-pyridin-3-yl)-1H-pyrazolo[3,4-b]-pyrazin-6-yl)-8-aza-spiro[4.5]decan-1-amine ClC1=NC=CC=C1C1=NNC2=NC(=CN=C21)N2CCC1(CCC[C@H]1N)CC2